CC1=NOC(=C1)CC(=O)NC1=NC=CC(=C1)C1=C(C2=NC=CC=C2N1)C1=NC=CC=C1 2-(3-methylisoxazol-5-yl)-N-[4-[3-(2-pyridyl)-1H-pyrrolo[3,2-b]pyridin-2-yl]-2-pyridyl]acetamide